2-ethynyl-N-(4-(1-methyl-1H-pyrazol-4-yl)benzyl)thiazole-4-carboxamide C(#C)C=1SC=C(N1)C(=O)NCC1=CC=C(C=C1)C=1C=NN(C1)C